2-methyl-morpholine CC1CNCCO1